N[C@@H](CNC1=NC(=C2C(=N1)N(N=C2)C2CC2)NC(C)(C)C)C2=CC=CC=C2 N6-[(2R)-2-amino-2-phenyl-ethyl]-N4-tert-butyl-1-cyclopropyl-pyrazolo[3,4-d]pyrimidine-4,6-diamine